FC1(CC(C1)C(=O)N)F difluorocyclobutane-1-carboxamide